N1CC(C1)C=1OC(=CN1)C1=CC(=C(C(=C1)[N+](=O)[O-])C)F 2-(azetidin-3-yl)-5-(3-fluoro-4-methyl-5-nitrophenyl)oxazole